C(C1=CC=CC=C1)OC(=O)C1(CC1)OCCOS(=O)(=O)C 1-(2-((methylsulfonyl)oxy)ethoxy)cyclopropane-1-carboxylic acid benzyl ester